N-(2-(dimethylamino)-2-(quinolin-8-yl)ethyl)-1H-indole-6-sulfonamide CN(C(CNS(=O)(=O)C1=CC=C2C=CNC2=C1)C=1C=CC=C2C=CC=NC12)C